4-amino-6-cyclopropyl-1-methyl-1H-pyrazolo[3,4-b]pyridine NC1=C2C(=NC(=C1)C1CC1)N(N=C2)C